1-(2-Hydroxy-3-(3-trimethoxysilylpropoxy)prop-1-yl)-2-methyl-1,4,5,6-tetrahydropyrimidin OC(CN1C(=NCCC1)C)COCCC[Si](OC)(OC)OC